methyl (2S)-2-[4-bromo-2-(4-ethoxy-4,5-dihydroisoxazol-3-yl)phenoxy]-3-cyclopropylpropanoate BrC1=CC(=C(O[C@H](C(=O)OC)CC2CC2)C=C1)C1=NOCC1OCC